1-(azetidine-3-yl)ethan-1-ol N1CC(C1)C(C)O